1-(4-fluorophenyl)heptane-1,3-dione FC1=CC=C(C=C1)C(CC(CCCC)=O)=O